C(=O)(OC(C)(C)C)N1CCC(CC1)=O N-Boc-4-oxopiperidine